FC1=C(C=CC=C1)CC(C)(C)NC(=O)C=1C=C2C(=NC1)N(C=C2)C N-(1-(2-fluorophenyl)-2-methylpropan-2-yl)-1-methyl-1H-pyrrolo[2,3-b]pyridine-5-carboxamide